tert-butyl 4-(2-cyano-3-fluoro-5-(2-methylpropan-1-en-1-yl) phenyl)-2,6-dimethylpiperazine-1-carboxylate C(#N)C1=C(C=C(C=C1F)C=C(C)C)N1CC(N(C(C1)C)C(=O)OC(C)(C)C)C